ClC1=C(C=C(CNC(CC)=O)C=C1)C=1NC(C=C(N1)C=1C=NC(=CC1)OCCOCCC)=O N-(4-chloro-3-{6-oxo-4-[6-(2-propoxyethoxy)pyridin-3-yl]-1,6-dihydropyrimidin-2-yl}benzyl)propanamide